C(CCCCC)[N+](C)(C)C Hexyl-Trimethylammonium